[Co+2].OCCC=1C=C(C=CC1OC)C1=C2NC(=C1)C=C1C=CC(=N1)C=C1C=CC(N1)=CC=1C=CC(N1)=C2 m-hydroxyethyl-(4-methoxyphenyl)porphyrin cobalt (II)